O1C(=CC=C1C(=O)O)C(=O)O 2,5-furane-dicarboxylic acid